trans-bis-allyl maleate C(\C=C\C(=O)OCC=C)(=O)OCC=C